FN1N=C(C(=C1F)F)F 1,3,4,5-Tetrafluoro-1H-pyrazole